3-(1-oxo-5-(4-(trifluoromethyl)isoindoline-2-carbonyl)isoindolin-2-yl)piperidine-2,6-dione O=C1N(CC2=CC(=CC=C12)C(=O)N1CC2=CC=CC(=C2C1)C(F)(F)F)C1C(NC(CC1)=O)=O